C(C)N(CCCCCCCCNC1=CC=C(C=C1)NC1C(NC(CC1)=O)=O)CC 3-((4-((8-(diethylamino)octyl)amino)phenyl)amino)piperidine-2,6-dione